1-(tetrahydrofuran-3-yl)-1H-pyrazolo[4,3-b]pyridine-5-carboxylate O1CC(CC1)N1N=CC2=NC(=CC=C21)C(=O)[O-]